CC1C(CCCC1C)N(CCCN)CCCN 2,3-dimethyl-bis-aminopropyl-cyclohexylamine